7-fluoro-5-[8-fluoro-2-(2-methyl-2-azabicyclo[2.1.1]hexan-4-yl)imidazo[1,2-a]pyridin-6-yl]-2-methyl-indazole FC1=CC(=CC2=CN(N=C12)C)C=1C=C(C=2N(C1)C=C(N2)C21CN(C(C2)C1)C)F